FC1=CC=C(C=C1)C1(CC2C(CN(C2)C(=O)NC2=CC(=CC=C2)C(F)(F)F)C1)O 5-(4-fluorophenyl)-5-hydroxy-N-[3-(trifluoromethyl)phenyl]-octahydrocyclopenta[c]pyrrole-2-carboxamide